2-sulfonyl-indene S(=O)(=O)=C1C=C2C=CC=CC2=C1